butyl N-[3-[3-(prop-2-yn-1-yloxy)propoxy]propyl]carbamate C(C#C)OCCCOCCCNC(OCCCC)=O